C(C1=CC=CC=C1)N1C2=NC=NC(=C2N=C1C=1C(=CC(=NC1)N1CCC(CC1)N(C)C)C)OC1(CC1)C 1-(5-(9-benzyl-6-(1-methylcyclopropoxy)-9H-purin-8-yl)-4-methylpyridin-2-yl)-N,N-dimethylpiperidin-4-amine